ethyl 3-hydrazinopropionate hydrochloride salt Cl.N(N)CCC(=O)OCC